(2r,3s,4s,5r)-3-(3,4-difluoro-2-(2-morpholinoethoxy)phenyl)-4,5-dimethyl-N-(3-methylisoxazol-4-yl)-5-(trifluoromethyl)tetrahydrofuran-2-carboxamide FC=1C(=C(C=CC1F)[C@H]1[C@@H](O[C@]([C@H]1C)(C(F)(F)F)C)C(=O)NC=1C(=NOC1)C)OCCN1CCOCC1